C1(CCCCC1)NCC=1C=CC=2N(C1)C=C(N2)CNC(=O)C=2N=C1N(C(C2)=O)C=CC=C1 N-({6-[(cyclohexylamino)methyl]imidazo[1,2-a]pyridin-2-yl}methyl)-4-oxo-4H-pyrido[1,2-a]pyrimidine-2-carboxamide